C(CC(=O)N)[C@@H](C(=O)[O-])[NH3+] The molecule is an amino acid zwitterion arising from transfer of a proton from the carboxy to the amino group of L-glutamine; major species at pH 7.3. It has a role as a metabolite. It is an amino acid zwitterion and a polar amino acid zwitterion. It is a tautomer of a L-glutamine.